OC1=CC=CC23C1=CN=C3C=CC(C2C2C(NC(CC2)=O)=O)=O 3-(7-hydroxy-2-oxo-benzo[c]indol-1-yl)piperidine-2,6-dione